C(C1=CC=CC=C1)[C@@H](C[C@@H](C(C([C@H](CC=O)NC(=O)C1=NC=CC(=C1OCOC(C(C)C)=O)OC)=O)=O)C)C=O (3S,6S,7R,8R)-8-benzyl-3-{3-[(isobutyroyloxy)methoxy]-4-methoxypyridine-2-carboxamido}-6-methyl-4,9-dioxo-1,5-dioxononane